FC1=C(C=C(C=C1)C)[N+](=O)[O-] 1-fluoro-4-methyl-2-nitrobenzene